2-benzyl 1-(tert-butyl) (S)-4,4-difluoropyrrolidine-1,2-dicarboxylate FC1(C[C@H](N(C1)C(=O)OC(C)(C)C)C(=O)OCC1=CC=CC=C1)F